(6-chloro-2,3-difluorophenyl)-4-cyclopropoxy-2-(methylsulfanyl)pyrimidine-5-carboxamide ClC1=CC=C(C(=C1C1=C(C(=NC(=N1)SC)OC1CC1)C(=O)N)F)F